3-(1-methyl-1H-pyrazol-4-yl)imidazo[2,1-b]thiazole-6-carboxamide CN1N=CC(=C1)C=1N2C(SC1)=NC(=C2)C(=O)N